Ethyl 2-Amino-5,7-dihydroxypyrazolo[1,5-a]pyrimidine-3-carboxylate NC1=NN2C(N=C(C=C2O)O)=C1C(=O)OCC